6-bromo-5-fluoro-3,11,11-trimethyl-8,9,10,11-tetrahydrofuro[3,2-f][1,2,4]triazolo[4,3-a]quinoxaline BrC=1C2=C(C=3NC(C=4N(C3C1F)C(=NN4)C)(C)C)CCO2